(S)-(4-(benzo[d]thiazol-2-yl)-1,4,6,7-tetrahydro-5H-imidazo[4,5-c]pyridin-5-yl)(2-(2-methoxyethyl)-4-methyloxazol-5-yl)methanone S1C(=NC2=C1C=CC=C2)[C@H]2N(CCC1=C2N=CN1)C(=O)C1=C(N=C(O1)CCOC)C